C(C)C1CC(C(CC1)O)C 4-ethyl-2-methylcyclohexanol